C(C1=CC=CC=C1)(=O)OC[C@@](C(F)(F)F)(O)[C@H]1OC(O[C@H]1C=C(C)C)(C)C (R)-2-((4S,5S)-2,2-dimethyl-5-(2-methylprop-1-en-1-yl)-1,3-dioxolan-4-yl)-3,3,3-trifluoro-2-hydroxypropyl benzoate